C(C1=CC=CC=C1)OC1=C(C=C(C=C1)CC1=CC=NC2=CC(=CC=C12)OC)OC 4-[(4-benzyloxy-3-methoxy-phenyl)methyl]-7-methoxy-quinoline